1-{6-[(4-fluorophenyl)methyl]-5-(hydroxymethyl)-3,3-dimethyl-1h,2h,3h-pyrrolo[3,2-b]pyridin-1-yl}-2-[(2R,5R)-5-methyl-2-{[(3R)-3-methylmorpholin-4-yl]methyl}piperazin-1-yl]ethan-1-one FC1=CC=C(C=C1)CC=1C=C2C(=NC1CO)C(CN2C(CN2[C@H](CN[C@@H](C2)C)CN2[C@@H](COCC2)C)=O)(C)C